ClC1=NC=CC(=C1NC(C1=C(C=C(C(=C1)F)N1N=C2COCCCN2C1=O)O[C@H](C(F)(F)F)C)=O)C N-(2-chloro-4-methylpyridin-3-yl)-5-fluoro-4-(3-oxo-6,7-dihydro-3H,5H-[1,2,4]triazolo[3,4-c][1,4]oxazepin-2(9H)-yl)-2-{[(2S)-1,1,1-trifluoropropan-2-yl]oxy}benzamide